methyl 2-(4-(3-chloro-5-fluorophenyl)-3-isopropyl-6-oxopyridazin-1(6H)-yl)acetate ClC=1C=C(C=C(C1)F)C=1C(=NN(C(C1)=O)CC(=O)OC)C(C)C